NC(CC1=NN(C2=CN=CC=C21)C)C 3-(2-aminopropyl)-1-methylpyrazolo[3,4-c]pyridine